4-(7-phenylimidazo[5,1-b]thiazol-5-yl)benzonitrile C1(=CC=CC=C1)C=1N=C(N2C1SC=C2)C2=CC=C(C#N)C=C2